C(OCCCC)(OC(C1=CC=CC=C1)Cl)=O butyl (chloro(phenyl)methyl) carbonate